3-((1-(2-(1-((2-amino-5-bromopyridin-3-yl)oxy)ethyl)-4-fluorophenyl)-1H-pyrazol-5-yl)(hydroxy)methyl)-1-methyl-1H-pyrazole-5-carbonitrile NC1=NC=C(C=C1OC(C)C1=C(C=CC(=C1)F)N1N=CC=C1C(C1=NN(C(=C1)C#N)C)O)Br